FC1([C@H](CN(CC1)[C@H](C(=O)NC=1N=C2N(C1)[C@H](CC2)C2=C(C=CC(=C2)F)F)C)C2=CNC(C=C2)=O)F (S)-2-((S)-4,4-difluoro-3-(6-oxo-1,6-dihydropyridin-3-yl)piperidin-1-yl)-N-((R)-5-(2,5-difluorophenyl)-6,7-dihydro-5H-pyrrolo[1,2-a]imidazol-2-yl)propanamide